CN1N=C(C=2N=CN=CC21)C 1,3-dimethyl-1H-pyrazolo[4,3-d]Pyrimidine